N-(3-(4-(Pyridin-2-ylmethyl)piperidin-1-yl)propyl)-4-(3-(4-(Trifluoromethyl)phenyl)-1,2,4-oxadiazol-5-yl)piperazin-1-carboxamid N1=C(C=CC=C1)CC1CCN(CC1)CCCNC(=O)N1CCN(CC1)C1=NC(=NO1)C1=CC=C(C=C1)C(F)(F)F